C(C)(C)(C)C=1C=C2C=NN(C(C2=C(C1)F)=O)C1=NC=CC(=C1CO)C=1C=C(C(N(C1)C)=O)NC(=O)[C@H]1[C@@H](C1)F (1s,2r)-N-(5-(2-(6-tert-butyl-8-fluoro-1-oxophthalazin-2(1H)-yl)-3-(hydroxymethyl)pyridin-4-yl)-1-methyl-2-oxo-1,2-dihydropyridin-3-yl)-2-fluorocyclopropanecarboxamide